benzene 1,2,4-trisphosphate C1=CC(=C(C=C1OP(=O)(O)O)OP(=O)(O)O)OP(=O)(O)O